4-((2'S,3S,4'R,5'R)-1-(3-carboxybenzyl)-6-chloro-2'-neopentyl-4'-phenylspiro[indoline-3,3'-pyrrolidine]-5'-carboxamido)-3-methoxybenzoic acid C(=O)(O)C=1C=C(CN2C[C@@]3([C@@H](N[C@H]([C@@H]3C3=CC=CC=C3)C(=O)NC3=C(C=C(C(=O)O)C=C3)OC)CC(C)(C)C)C3=CC=C(C=C23)Cl)C=CC1